3-(2,6-difluoro-3,5-dimethoxyphenyl)-7-(1,3-dimethyl-1H-pyrazol-4-yl)-1-((2-methylpyrimidin-4-yl)methyl)-3,4-dihydropyrido[4,3-d]pyrimidin-2(1H)-one FC1=C(C(=C(C=C1OC)OC)F)N1C(N(C2=C(C1)C=NC(=C2)C=2C(=NN(C2)C)C)CC2=NC(=NC=C2)C)=O